BrC=1C=C(C=CC1)C=1NC(=CN1)C1=CC(=CC=C1)OC 2-(3-Bromophenyl)-5-(3-methoxyphenyl)-1H-imidazole